ClC1=NC=2N(C(=C1)N1CC(CCC1)C(=O)N)N=C(C2C2=CC=C(C=C2)Cl)C2=C(C=CC=C2)Cl 1-[5-chloro-2-(2-chlorophenyl)-3-(4-chlorophenyl)pyrazolo[1,5-a]pyrimidin-7-yl]piperidine-3-carboxamide